C(CC)(=O)OOC1=C(C=C(C=C1)Cl)C 4-chloro-2-methylphenoxy propionate